ClC1=NC=CC(=C1Cl)B1OC(C)(C)C(C)(C)O1 2,3-dichloro-pyridine-4-boronic acid pinacol ester